C(C)(C)N1N=CC=2C1=NC(=NC2NC=2N=CN(C2)C2=CC(=C(C(=C2)OC)OC)OC)C2CN(CC2)C(=O)OC(C)(C)C tert-butyl 3-(1-isopropyl-4-((1-(3,4,5-trimethoxyphenyl)-1H-imidazol-4-yl)amino)-1H-pyrazolo[3,4-d]pyrimidin-6-yl)pyrrolidine-1-carboxylate